2-(4,4-difluorocyclohexylamino)-4-((1R,3S)-3-hydroxy-3-methylcyclohexylamino)pyrimidine-5-carboxamide FC1(CCC(CC1)NC1=NC=C(C(=N1)N[C@H]1C[C@@](CCC1)(C)O)C(=O)N)F